1,1,2,3-tetrafluoropropene FC(=C(CF)F)F